FC1=C(OC2=CC=NC3=CC(=C(C=C23)OC)OCCCC(=O)[O-])C=CC(=C1)NC(=O)C1(CC1)C(NC1=CC=C(C=C1)F)=O.C(C)[NH+](CC)CC Triethylammonium 4-[[4-[2-Fluoro-4-[[1-[(4-fluorophenyl)carbamoyl]cyclopropancarbonyl]amino]phenoxy]-6-methoxy-7-quinolyl]oxy]butyrat